C(C)[C@H]1O[C@@H](CN(C1)C1=CC=C(C(=N1)C)NC=1C=CC2=C(OCC(N2)=O)C1)C 7-((6-((2R-6R)-2-ethyl-6-methylmorpholino)-2-methylpyridin-3-yl)amino)-2H-benzo[b][1,4]oxazin-3(4H)-one